5-((2-(6-amino-9H-purin-9-yl)ethyl)amino)pentane NC1=C2N=CN(C2=NC=N1)CCNCCCCC